Cl.C1(CC1)C1=CC(=NN1)NC1=NC(=NC2=CC=C(C=C12)C#C)C(=O)N1C[C@H](NCC1)C (R)-(4-((5-cyclopropyl-1H-pyrazol-3-yl)amino)-6-ethynylquinazolin-2-yl)(3-methylpiperazin-1-yl)methanone hydrochloride